O=C1NC(CCC1NC(=O)C1CCCC2=CC=CC=C12)=O N-(2,6-dioxo-3-piperidyl)-1,2,3,4-tetrahydro-1-naphthalenamide